(4-(1-(5-octyl-2-hydroxyphenyl)ethyl)phenyl)diisooctylphosphine oxide C(CCCCCCC)C=1C=CC(=C(C1)C(C)C1=CC=C(C=C1)P(CCCCCC(C)C)(CCCCCC(C)C)=O)O